BrC1=C(N=C(S1)NS(=O)(=O)C1=C(C=C(C=N1)NC(C)=O)C)C1=CC(=C(C=C1)F)F N-(6-(N-(5-bromo-4-(3,4-difluorophenyl)thiazol-2-yl)sulfamoyl)-5-methylpyridin-3-yl)acetamide